N-(m-cyanophenyl)methyl-4-(1,7-diaza-7-spiro[4.4]nonyl)-5-(3,5-difluorophenyl)nicotinamide C(#N)C=1C=C(C=CC1)CNC(C1=CN=CC(=C1N1CC2(CCCN2)CC1)C1=CC(=CC(=C1)F)F)=O